ClCC(=O)N1CC(CCCC1)(C)F 2-chloro-1-(3-fluoro-3-methylazepan-1-yl)ethanone